C(C)(C)(C)OC(=O)N1CCC(=CC1)C1=CC(=C(C(=C1)C)[N+](=O)[O-])N(C)CC1=CC=CC=C1 4-(3-(benzyl-(methyl)amino)-5-methyl-4-nitrophenyl)-3,6-dihydropyridine-1(2H)-carboxylic acid tert-butyl ester